3,3',3'',3'''-(((methylazanediyl)bis(propane-3,1-diyl))bis(azanetriyl))tetrakis(N-dodecyl-2-hydroxypropanamide) CN(CCCN(CC(C(=O)NCCCCCCCCCCCC)O)CC(C(=O)NCCCCCCCCCCCC)O)CCCN(CC(C(=O)NCCCCCCCCCCCC)O)CC(C(=O)NCCCCCCCCCCCC)O